Tert-Butyl 2-(2-((6,6-Dimethyl-2,4-Dioxo-3-Azabicyclo[3.1.0]Hexan-3-Yl)Methyl)Thieno[3,2-B]Pyridin-7-Yl)-4-Methyl-6-(Trifluoromethyl)Nicotinate CC1(C2C(N(C(C12)=O)CC1=CC2=NC=CC(=C2S1)C1=C(C(=O)OC(C)(C)C)C(=CC(=N1)C(F)(F)F)C)=O)C